FC(C1(CC1)[C@@H]1CC=2C=C3C(=NC2CC1)SC(=N3)C(=O)O)(F)F (S)-7-(1-(trifluoromethyl)cyclopropyl)-5,6,7,8-tetrahydrothiazolo[5,4-b]quinoline-2-carboxylic acid